(R)-3-(((2-chloro-5-oxido-6,7-dihydrothieno[3,2-d]pyrimidin-4-yl)amino)methyl)-4,6-dimethylpyridin-2(1H)-one ClC=1N=C(C2=C(N1)CC[S@]2=O)NCC=2C(NC(=CC2C)C)=O